tert-Butyl (4-(4-amino-7-(2-methyloxazol-4-yl)pyrrolo[2,1-F][1,2,4]triazin-5-yl)-2-methoxyphenyl)carbamate NC1=NC=NN2C1=C(C=C2C=2N=C(OC2)C)C2=CC(=C(C=C2)NC(OC(C)(C)C)=O)OC